BrC1=CC(=C(C=C1)B(O)O)F 4-bromo-2-fluorobenzeneboronic acid